2-{5-(6-phenyldibenzothiophen-4-yl)-1,1'-biphenyl-3-yl}-4,6-Diphenyl-1,3,5-triazine C1(=CC=CC=C1)C1=CC=CC=2C3=C(SC21)C(=CC=C3)C=3C=C(C=C(C3)C3=CC=CC=C3)C3=NC(=NC(=N3)C3=CC=CC=C3)C3=CC=CC=C3